1-(7-bromo-2-mercaptobenzo[d]oxazol-5-yl)-2,2,2-trifluoroethan-1-ol BrC1=CC(=CC=2N=C(OC21)S)C(C(F)(F)F)O